I[C@@H]1COCC1 (3S)-3-iodooxolane